FC1=C(C(=O)O)C(=C(C(=C1F)F)F)SC 2,3,4,5-tetrafluoro-6-methylsulfanyl-benzoic acid